(7RS-11RS,E)-N,N,N-triethyl-3,7,11,15-tetramethyl-2-hexadecenaminium bromide [Br-].C(C)[N+](C\C=C(\CCC[C@@H](CCC[C@@H](CCCC(C)C)C)C)/C)(CC)CC |r|